N[C@@H](CO)CCCC (R)-2-aminohexan-1-ol